C(#N)C1=CC=C(C=C1)CN(C(CSC1=C(C=CC=C1)CC)=O)CC(=O)NN N-[(4-Cyanophenyl)methyl]-2-(2-ethylphenyl)sulfanyl-N-(2-hydrazino-2-oxo-ethyl)acetamide